O(C(=S)[S-])CCCCCCCCCC n-decyl xanthate